FC1=CC=C(C(=O)C2=CNC=3N=C(N=C(C32)N[C@H]3CN(CC3)C(C=C)=O)NC=3C=NN(C3)C)C=C1 (R)-1-(3-((5-(4-fluorobenzoyl)-2-((1-Methyl-1H-pyrazol-4-yl)amino)-7H-pyrrolo[2,3-d]pyrimidin-4-yl)amino)pyrrolidin-1-yl)prop-2-ene-1-one